ClC=1C(=C2C=NNC2=C(C1F)C(C)N1C=NC(=C1)C)C=1N=CC=2N(C1)C=C(N2)NC(=O)[C@H]2[C@H](C2)F (1S,2S)-N-(6-(5-chloro-6-fluoro-7-(1-(4-methyl-1H-imidazol-1-yl)ethyl)-1H-indazol-4-yl)imidazo[1,2-a]pyrazin-2-yl)-2-fluorocyclopropane-1-carboxamide